COC=1C(=CC=2C3=C(C=NC2C1)N=NN3CC=3C=CC(=NC3)S(=O)(=O)N)OC 5-((7,8-dimethoxy-1H-[1,2,3]triazolo[4,5-c]quinolin-1-yl)methyl)pyridine-2-sulfonamide